2-methyl-propane-2-sulfinic acid {(S)-1-[4,5-dibromo-1-(2-trimethylsilyl-ethoxymethyl)-1H-imidazol-2-yl]-but-3-enyl}-amide BrC=1N=C(N(C1Br)COCC[Si](C)(C)C)[C@H](CC=C)NS(=O)C(C)(C)C